BrCCCCCCCCC=O 9-Bromononanal